bisethylcarbonate C(C)OC(OCC)=O